N-[3-[(2,3-dihydroxypropyl)(3-octyloxypropyl)amino]propyl]myristoleamide OC(CN(CCCNC(CCCCCCC\C=C/CCCC)=O)CCCOCCCCCCCC)CO